9,9'-spirobi-fluoren-2-amine C1=C(C=CC=2C3=CC=CC=C3C3(C12)C1=CC=CC=C1C=1C=CC=CC13)N